1-{1-[(2-amino-1,3-thiazol-4-yl)acetyl]piperidin-4-yl}-3-tert-butylurea NC=1SC=C(N1)CC(=O)N1CCC(CC1)NC(=O)NC(C)(C)C